1-dimethylmethoxysilylethyl-9-bis(diethylamino)methylsilylethyl-1,1,3,3,5,5,7,7,9,9-decamethylpentasiloxane C[Si](C(C)[Si](O[Si](O[Si](O[Si](O[Si](C)(C)CC[SiH2]C(N(CC)CC)N(CC)CC)(C)C)(C)C)(C)C)(C)C)(OC)C